2-(4-methoxyphenyl)benzofuran COC1=CC=C(C=C1)C=1OC2=C(C1)C=CC=C2